FC(C=1N=C(N(C1)COCC[Si](C)(C)C)C1=CC=C(C(=O)OC)C=C1)(F)F methyl 4-(4-(trifluoromethyl)-1-((2-(trimethylsilyl)ethoxy)methyl)-1H-imidazol-2-yl)benzoate